ethyl N,N-dimethylamino-methacrylate CN(C)C=C(C(=O)OCC)C